C1(CCCCC1)S(=O)(=O)C=1C=C(C=NC1)C(CC#N)N1N=CC(=C1)C=1C2=C(N=CN1)NC=C2 3-[5-(cyclohexylsulfonyl)pyridin-3-yl]-3-[4-(7H-pyrrolo[2,3-d]-pyrimidin-4-yl)-1H-pyrazol-1-yl]-propanenitrile